NC1=C2C(=C3C(=N1)C=CS3)N(C(=N2)CCCC)CCCCCNCC(C)(O)C 1-((5-(4-amino-2-butyl-1H-imidazo[4,5-d]thieno[3,2-b]pyridin-1-yl)pentyl)amino)-2-methylpropan-2-ol